(R)-tert-butyl 3-(5-(2-(2-chloro-5-fluoropyridin-3-yl)pyrrolidin-1-yl)pyrazolo[1,5-a]pyrimidine-3-carboxamido)propylcarbamate ClC1=NC=C(C=C1[C@@H]1N(CCC1)C1=NC=2N(C=C1)N=CC2C(=O)NCCCNC(OC(C)(C)C)=O)F